N,N,N-triethyl-cyclohexylammonium C(C)[N+](CC)(CC)C1CCCCC1